OCC=1C(=C(C(=CC1)O)C)CO bis-hydroxymethyl-cresol